CC1(OB(OC1(C)C)C=1C=C(C=CC1C)C1=CC=CC=C1)C 4,4,5,5-tetramethyl-2-(4-methyl-[1,1'-biphenyl]-3-yl)-1,3,2-dioxaborolane